tert-Butyl (2-((4-amino-6-(5-fluoro-3-(2-fluoro-4-(1-methylcyclopropyl)benzamido)-2-methylphenyl)pyrimidin-5-yl)oxy)ethyl)(methyl)carbamate NC1=NC=NC(=C1OCCN(C(OC(C)(C)C)=O)C)C1=C(C(=CC(=C1)F)NC(C1=C(C=C(C=C1)C1(CC1)C)F)=O)C